C(C=C)C1(CCN(CC1)C(=O)OC(C)(C)C)CC1=CC2=C(N(C(N2C)=O)C2C(NC(CC2)=O)=O)C=C1 Tert-butyl 4-allyl-4-[[1-(2,6-dioxo-3-piperidyl)-3-methyl-2-oxo-benzimidazol-5-yl]methyl]piperidine-1-carboxylate